(S)-8-chloro-4-((3-chloro-4-fluorophenyl)amino)-6-(((1-isopropyl-1H-1,2,3-triazol-4-yl)(1-methyl-1H-pyrazol-5-yl)methyl)amino)quinoline-3-carbonitrile ClC=1C=C(C=C2C(=C(C=NC12)C#N)NC1=CC(=C(C=C1)F)Cl)N[C@@H](C1=CC=NN1C)C=1N=NN(C1)C(C)C